BrC1=CC=C2C=CC(=C(C2=C1)N(C(OC(C)(C)C)=O)CC(=C)C#N)OCCOC tert-butyl N-[7-bromo-2-(2-methoxyethoxy)naphthalen-1-yl]-N-(2-cyano-2-methylideneethyl)carbamate